1-Cyclopentyl-3-methyl-8-(1-methyl-1H-indazol-5-yl)-7-(pyridin-3-yl)-3,6-dihydroimidazo[4,5-d]pyrrolo[2,3-b]pyridin-2(1H)-on C1(CCCC1)N1C(N(C=2C1=C1C(=NC2)NC(=C1C=1C=C2C=NN(C2=CC1)C)C=1C=NC=CC1)C)=O